CN1C2=C(OCC1)N=CC(=C2)S(=O)(=O)N2CCC1(C[C@H](CO1)NC(OC(C)(C)C)=O)CC2 tert-butyl (R)-(8-((1-methyl-2,3-dihydro-1H-pyrido[2,3-b][1,4]oxazin-7-yl)sulfonyl)-1-oxa-8-azaspiro[4.5]decan-3-yl)carbamate